sodium 4-(hydroxymethyl)-1-methyl-3-(trifluoromethyl)-1H-pyrazol-5-ol OCC=1C(=NN(C1O)C)C(F)(F)F.[Na]